FC1(CN(CCC1C1=CC2=C(N(C(N2C)=O)C2C(NC(CC2)=O)=O)C=C1F)CC1CCNCC1)F 3-(5-(3,3-Difluoro-1-(piperidin-4-ylmethyl)piperidin-4-yl)-6-fluoro-3-methyl-2-oxo-2,3-dihydro-1H-benzo[d]imidazol-1-yl)piperidine-2,6-dione